S(=O)(=O)([O-])[O-].[Fe+2].[Na].[Mn] manganese sodium ferrous sulfate